3,3-difluoro-5-(4,4,5,5-tetramethyl-1,3,2-dioxaborolan-2-yl)indolin-2-one FC1(C(NC2=CC=C(C=C12)B1OC(C(O1)(C)C)(C)C)=O)F